3-azabicyclo[3.1.0]hex-6-yl(4-methyl-2-thienyl)methanone C12CNCC2C1C(=O)C=1SC=C(C1)C